2-(5-bromo-6-methoxy-2H-indazol-2-yl)-1-(pyrrolidin-1-yl)ethan-1-one BrC1=CC2=CN(N=C2C=C1OC)CC(=O)N1CCCC1